Tri-natrium pyrophosphat [O-]P([O-])(=O)OP(=O)([O-])O.[Na+].[Na+].[Na+]